ClC(CC(=O)NC=1C=NC=CC1)C 3-Chloro-N-(pyridin-3-yl)butanamide